C(=O)OCC1=CC=C(C=C1)OC1=CC=CC=C1 4-phenyloxybenzyl format